ClC=1C=C(C(=C2C(=NN(C12)C)N1C(C2=CC=CC=C2C1=O)=O)OC1=C(C=CC(=C1)F)Cl)NC(OC(C)(C)C)=O tert-butyl N-[7-chloro-4-(2-chloro-5-fluorophenoxy)-3-(1,3-dioxoisoindol-2-yl)-1-methylindazol-5-yl]carbamate